FC1=CC=C(CC=2C=3N(C4=C(C2)NCC4(C)C)C=NN3)C=C1 4-(4-fluorobenzyl)-8,8-dimethyl-7,8-dihydro-6H-pyrrolo[2,3-e][1,2,4]triazolo[4,3-a]pyridine